(3-(4-bromophenoxy)-6-methoxybenzo[b]thiophen-2-yl)(4-fluoro-2-methylphenyl)methanone BrC1=CC=C(OC=2C3=C(SC2C(=O)C2=C(C=C(C=C2)F)C)C=C(C=C3)OC)C=C1